N1=C(C=CC=C1)C=1N=CC(=NC1)NC1=CC(=CC=C1)C1=NC2=C(N1)C=C(C=C2)C(F)(F)F 5-(pyridin-2-yl)-N-(3-(6-(trifluoromethyl)-1H-benzo[d]imidazol-2-yl)phenyl)pyrazin-2-amine